FC(C1=C2CN(CC2=CC=C1)C(=O)C1=CC2=C(N=C(O2)C2C(NC(CC2)=O)=O)C=C1)(F)F 3-(6-(4-(trifluoromethyl)isoindoline-2-carbonyl)benzo[d]oxazol-2-yl)piperidine-2,6-dione